N(=[N+]=[N-])CCCCCCC=1N=C(N(C1)C1=CC=CC=C1)C1=C(C(=O)N)C=CC=C1C=1C=NN(C1)C (4-(6-azidohexyl)-1-phenyl-1H-imidazol-2-yl)-3-(1-methyl-1H-pyrazol-4-yl)benzamide